BrC=1C=C2C(=CNC2=CC1)C=1C2=C(N=C(N1)C1=CC=C(C=C1)Cl)C(=NN2C)CCC 7-(5-bromo-1H-indol-3-yl)-5-(4-chlorophenyl)-1-methyl-3-propyl-1H-pyrazolo[4,3-d]pyrimidine